(S)-8-(2-amino-6-((R)-1-(3',5'-difluoro-[1,1'-biphenyl]-4-yl)-2,2,2-trifluoroethoxy)pyrimidin-4-yl)-2,8-diazaspiro[4.5]decane-3-carboxylic acid NC1=NC(=CC(=N1)N1CCC2(C[C@H](NC2)C(=O)O)CC1)O[C@@H](C(F)(F)F)C1=CC=C(C=C1)C1=CC(=CC(=C1)F)F